methyl rac-(3R,4R,5S)-4-[[3-[2-(difluoromethoxy)-4-fluoro-phenyl]-4,5-dimethyl-5-(trifluoromethyl)tetrahydrofuran-2-carbonyl]amino]pyridine-2-carboxylate FC(OC1=C(C=CC(=C1)F)[C@@H]1C(O[C@@]([C@@H]1C)(C(F)(F)F)C)C(=O)NC1=CC(=NC=C1)C(=O)OC)F |r|